N-(4-chloro-3-formylpyridin-2-yl)pivalamide ClC1=C(C(=NC=C1)NC(C(C)(C)C)=O)C=O